tert-butyl 7-[2-fluoro-4-(trifluoromethyl)phenoxy]-2-azaspiro[3.5]nonane-2-carboxylate FC1=C(OC2CCC3(CN(C3)C(=O)OC(C)(C)C)CC2)C=CC(=C1)C(F)(F)F